CC1=C(C(=NO1)OC[C@@H]1N(CC1)C)C=1C=CC=2N(C1)C=C(N2)NC(=O)C2CC2 N-[6-[5-methyl-3-[[(2R)-1-methylazetidin-2-yl]methoxy]isoxazol-4-yl]imidazo[1,2-a]pyridin-2-yl]cyclopropanecarboxamide